2-[4-[5-(4-chlorophenyl)-1-[2-(trifluoromethyl)phenyl]pyrrol-2-yl]phenyl]-N-[2-(dimethylamino)-ethyl]acetamide hydrochloride Cl.ClC1=CC=C(C=C1)C1=CC=C(N1C1=C(C=CC=C1)C(F)(F)F)C1=CC=C(C=C1)CC(=O)NCCN(C)C